COC=1C=C2C(=NC=NC2=CC1OC)N1CCC(CC1)C(=O)NO 1-(6,7-dimethoxyquinazolin-4-yl)-N-hydroxypiperidine-4-carboxamide